C(C1=CC=CC=C1)OC=1C(=C(OCCOC2=C(N)C=CC=C2)C=CC1OCC1=CC=CC=C1)OCOC o-{2-[3,4-Bis(benzyloxy)-2-methoxymethoxyphenoxy]ethoxy}aniline